5-[(2R)-4-fluoro-6-hydroxy-2-{[(2-methylpropyl)amino]methyl}-2,3-dihydro-1H-indol-5-yl]-1λ6,2,5-thiadiazolidine-1,3-dione FC1=C2C[C@@H](NC2=CC(=C1N1CC(N[SH2]1=O)=O)O)CNCC(C)C